4-bromo-2,5-dimethoxypyridine BrC1=CC(=NC=C1OC)OC